tertiary butyl-aminopropyl-trimethoxysilane C(C)(C)(C)CO[Si](OC)(OC)CCCN